1-(piperidin-4-yl)-3H-pyrrolo[2,3-c]isoquinoline N1CCC(CC1)C1=CNC=2N=CC=3C=CC=CC3C21